(S)-N-(N,N-dimethylaminosulfonyl)-2-(6-fluorobenzo[d]oxazol-2-yl)-6-methoxy-5-(benzyloxy)-1,2,3,4-tetrahydroisoquinoline-3-carboxamide CN(S(=O)(=O)NC(=O)[C@H]1N(CC2=CC=C(C(=C2C1)OCC1=CC=CC=C1)OC)C=1OC2=C(N1)C=CC(=C2)F)C